FC=1C=C(CC=2C=CC(=NC2)C2=NC(=NC=C2C)C(=O)N)C=CC1 (5-(3-fluorobenzyl)pyridin-2-yl)-5-methylpyrimidine-2-carboxamide